2-methyl-N-((6-methyl-4-(methylthio)-2-oxo-1,2-dihydropyridin-3-yl)methyl)-1H-indole-3-sulfonamide CC=1NC2=CC=CC=C2C1S(=O)(=O)NCC=1C(NC(=CC1SC)C)=O